ClC1=NC=C(C(=N1)N[C@H]1COCCC1)C(=O)O 2-chloro-4-[[(3R)-tetrahydropyran-3-yl]amino]pyrimidine-5-carboxylic acid